ClC=1C=C(OCCCN2C[C@@H](CC2)O)C=CC1C=1N(C2=NC=NC(=C2N1)OC1(CC1)C)CC1=NC=CC(=C1)C (R)-1-(3-(3-chloro-4-(6-(1-methylcyclopropoxy)-9-((4-methylpyridin-2-yl)methyl)-9H-purin-8-yl)phenoxy)propyl)pyrrolidin-3-ol